C(C1=CC=C(C=C1)OC)(=O)O.OC[C@H](O)[C@@H](O)[C@H](O)[C@H](O)CO sorbitol anisate